(1R,3r,5S)-9-azabicyclo[3.3.1]nonan-3-ol hydrochloride Cl.[C@H]12CC(C[C@H](CCC1)N2)O